COC1=C(N=C2C(=N1)NC(=N2)C(F)(F)F)NC2=C(C=CC(=C2)C(F)(F)F)F 6-Methoxy-N-(2-fluoro-5-(trifluoromethyl)phenyl)-2-(trifluoromethyl)-1H-imidazo[4,5-b]pyrazin-5-amin